OC=1COCC(C1)=O 3-hydroxy-2H-pyran-5-one